acryloyloxy-1,1-undecanedicarboxylic acid C(C=C)(=O)OC(CCCCCCCCCC)(C(=O)O)C(=O)O